di-(4-fluorophenyl)phosphine FC1=CC=C(C=C1)PC1=CC=C(C=C1)F